6-methoxy-2-(4-methylpyridin-3-yl)-7-vinyl-1H-pyrrolo[3,2-c]pyridine-3-carbonitrile COC1=C(C2=C(C=N1)C(=C(N2)C=2C=NC=CC2C)C#N)C=C